4-phenyl-3-(pyridin-4-yl)-1H-pyrazol-5-amine C1(=CC=CC=C1)C=1C(=NNC1N)C1=CC=NC=C1